C(O)([O-])=O.[Ca+2].C(O)([O-])=O calcium hydrogen carbonate